(R)-6-(1-amino-8-azaspiro[4.5]decan-8-yl)-3-((2,3-dichlorophenyl)thio)pyrazine-2-carbonitrile N[C@@H]1CCCC12CCN(CC2)C2=CN=C(C(=N2)C#N)SC2=C(C(=CC=C2)Cl)Cl